FC(OC1=C(C=C(C=C1)OC(F)F)C1=NN(C=C1NC(=O)C=1C=NN2C1N=CC=C2)C2C(OCC2)=O)F N-[3-[2,5-bis(difluoromethoxy)phenyl]-1-(2-oxotetrahydrofuran-3-yl)pyrazol-4-yl]pyrazolo[1,5-a]pyrimidine-3-carboxamide